4-(2',6'-bis(benzyloxy)-[3,3'-bipyridyl]-6-yl)piperazine-1-carboxylic acid tert-butyl ester C(C)(C)(C)OC(=O)N1CCN(CC1)C1=CC=C(C=N1)C=1C(=NC(=CC1)OCC1=CC=CC=C1)OCC1=CC=CC=C1